FC(OC1=C(C=CC=C1F)NC(=O)[C@H]1C(N(C[C@@H]1C1=NN(C(=C1)C(F)(F)F)C)C)=O)F (3S,4R)-N-[2-(difluoromethoxy)-3-fluoro-phenyl]-1-methyl-4-[1-methyl-5-(trifluoromethyl)pyrazol-3-yl]-2-oxo-pyrrolidine-3-carboxamide